1-(2-phenyl-1,2,3,4-tetrahydroquinolin-6-yl)urea C1(=CC=CC=C1)C1NC2=CC=C(C=C2CC1)NC(=O)N